isopropyl-6-methyl-2-(pyridin-4-yl)-7H-pyrrolo[2,3-d]pyrimidin-4-amine C(C)(C)C1=C(NC=2N=C(N=C(C21)N)C2=CC=NC=C2)C